C(C)(C)(C)OC(=O)N[C@H](C(=O)OC)CCC(CCC=C)=O methyl (S)-2-((tert-butoxycarbonyl)amino)-5-oxonon-8-enoate